C(C)(CC)NC(C(=O)O)=O (SEC-BUTYLAMINO)(OXO)ACETIC ACID